Cl.N=C(C)NCCCC[C@H](N)C(=O)O N6-(1-Iminoethyl)-L-lysine hydrochloride